[Cl-].ClC1=C(NC(=C1Cl)C)C(=O)NC1=C(OCCC2CC[NH2+]CC2)C=C(C=C1)C=1OC(NN1)=O 4-(2-(2-(3,4-dichloro-5-methyl-1H-pyrrole-2-carboxamido)-5-(5-oxo-4,5-dihydro-1,3,4-oxadiazol-2-yl)phenoxy)ethyl)piperidin-1-ium chloride